(tert-butyl)-1-(8-(4,4,5,5-tetramethyl-1,3,2-dioxaborolan-2-yl)-6H-isochromeno[3,4-b]pyridin-3-yl)pyrrolidin-3-amine C(C)(C)(C)C1N(CCC1N)C1=CC=C2C(=N1)OCC=1C=C(C=CC12)B1OC(C(O1)(C)C)(C)C